C([O-])([O-])=O.[K+].BrC1=C(N)C(=CC=C1)OC1=CC(=CC=C1)F.[K+] 2-Bromo-6-(3-fluorophenoxy)aniline Potassium carbonate